(R)-7-(2-((2-cyclopropyl-6-(3-methylpiperazin-1-yl)pyridin-3-yl)amino)-5-(trifluoromethyl)pyrimidin-4-yl)-4-methyl-3,4-dihydrothieno[2,3-f][1,4]thiazepin-5(2H)-one 1,1-dioxide C1(CC1)C1=NC(=CC=C1NC1=NC=C(C(=N1)C1=CC2=C(C(N(CCS2(=O)=O)C)=O)S1)C(F)(F)F)N1C[C@H](NCC1)C